2-((3S,4S)-4-amino-3-methyl-2-oxa-8-azaspiro[4.5]dec-8-yl)-5-(2,3-dichlorophenyl)-6-methylpyrimidine-4-carboxylic acid N[C@@H]1[C@@H](OCC12CCN(CC2)C2=NC(=C(C(=N2)C(=O)O)C2=C(C(=CC=C2)Cl)Cl)C)C